BrC1=CC(=C(CN2C[C@@H](O[C@H](C2)C)C)C=C1)F (2S,6S)-4-(4-bromo-2-fluorobenzyl)-2,6-dimethylmorpholine